O1CC[C@H](C2=CC=CC=C12)NC(=O)[C@@H]1CC[C@H]2N1C([C@H](CN(CC2)CC(C)(F)F)NC(OC(C)(C)C)=O)=O tert-butyl ((5S,8S,10aR)-8-(((R)-chroman-4-yl)carbamoyl)-3-(2,2-difluoropropyl)-6-oxodecahydropyrrolo[1,2-a][1,5]diazocin-5-yl)carbamate